2-(3-(1-acetylpiperidin-4-yl)-5'-fluoro-1'-methyl-1H,1'H-[4,6'-biindazol]-1-yl)-N-(isoquinolin-4-yl)acetamide C(C)(=O)N1CCC(CC1)C1=NN(C=2C=CC=C(C12)C1=C(C=C2C=NN(C2=C1)C)F)CC(=O)NC1=CN=CC2=CC=CC=C12